5-(benzyloxy)benzofuran-3-carboxylic acid C(C1=CC=CC=C1)OC=1C=CC2=C(C(=CO2)C(=O)O)C1